C(C)(C)(C)OC(=O)N1CCNCC1 4-(tert-butoxycarbonyl)-piperazine